6-[5-[1-[2-(aminomethyl)-3,3-difluoro-allyl]-5-oxo-1,2,4-triazol-4-yl]-3-methyl-2-pyridyl]-8-methyl-3,4-dihydro-1H-quinolin-2-one NCC(CN1N=CN(C1=O)C=1C=C(C(=NC1)C=1C=C2CCC(NC2=C(C1)C)=O)C)=C(F)F